FC1(CCN(CC1)C1=NC(=CC=2N1C=CC2)NC(OCC2=CC=CC=C2)=O)F benzyl (1-(4,4-difluoropiperidin-1-yl)pyrrolo[1,2-c]pyrimidin-3-yl)carbamate